2-[4,6-bis(2,4-dimethylphenyl)-1,3,5-triazin-2-yl]-5-(n-octyloxy)phenol CC1=C(C=CC(=C1)C)C1=NC(=NC(=N1)C1=C(C=C(C=C1)C)C)C1=C(C=C(C=C1)OCCCCCCCC)O